5-(2H-1,2,3-triazol-2-yl)pyrazine-2-carboxamide N=1N(N=CC1)C=1N=CC(=NC1)C(=O)N